(1-(((6-Bromo-5-fluoro-7,9-dihydrofuro[3,4-f]quinazolin-3-yl)oxy)methyl)-2,2-difluorocyclopropyl)meth-anol BrC=1C2=C(C=3C=NC(=NC3C1F)OCC1(C(C1)(F)F)CO)COC2